4-((5-((1-cyanocyclobutyl)amino)pyridine-2-yl)oxy)piperidine 1-((methyl-D-valyl)oxy)ethyl-2-((2-ethoxyphenoxy)methyl)morpholine-4-carboxylate CN[C@H](C(C)C)C(=O)OC(C)OC(=O)N1CC(OCC1)COC1=C(C=CC=C1)OCC.C(#N)C1(CCC1)NC=1C=CC(=NC1)OC1CCNCC1